S(=O)(=O)(O)N[C@@H](CS)C(=O)O sulphocysteine